C(#N)C1=CC=2N(N=C1)C(=CC2)C2=CC(=C(C=N2)C2=NN=C(S2)C2CC(C2)NC(C)=O)NC2COC2 N-((1r,3r)-3-(5-(6-(3-cyanopyrrolo[1,2-b]pyridazin-7-yl)-4-(oxetan-3-ylamino)pyridin-3-yl)-1,3,4-thiadiazol-2-yl)cyclobutyl)acetamide